isopropyl (S)-2-((S)-acetamido-3-(1H-indol-3-yl) propanamido)-6-diazo-5-oxohexanoate C(C)(=O)N[C@@H](CC(=O)N[C@H](C(=O)OC(C)C)CCC(C=[N+]=[N-])=O)C1=CNC2=CC=CC=C12